C1(CC1)C1=NC=NC(=C1C=1N=CC2=C(N1)N(C(C(=C2)C(=O)N(C)C)=O)CC2=CC=C(C=C2)C=2N(C=C(N2)C(F)(F)F)CC)OC 2-(4-cyclopropyl-6-methoxypyrimidin-5-yl)-8-({4-[1-ethyl-4-(trifluoromethyl)imidazol-2-yl]phenyl}methyl)-N,N-dimethyl-7-oxopyrido[2,3-d]pyrimidine-6-carboxamide